C(C)(C)(C)OC(C1=CC=C(C=C1)NC([C@H](CC1=CC=C(C=C1)NC(C)=O)N)=O)=O (S)-4-(3-(4-acetamidophenyl)-2-aminopropionamido)benzoic acid tert-butyl ester